C(=O)C1CC(C1)C(=O)OC methyl (1s,3s)-3-formylcyclobutane-1-carboxylate